COC(=O)C12CC3C(C(CC(C1)C3)C2)NC2=CC(=C(C=C2)[N+](=O)[O-])OC 4-((3-methoxy-4-nitrophenyl)amino)adamantane-1-carboxylic acid methyl ester